C1([C@H](O)[C@H](O)[C@H](O1)CO)O[C@H]1[C@@H](O[C@@H]([C@H]1O)CO)N1C=NC=2C(=O)NC(N)=NC12 2'-O-ribosylguanosine